5-bromo-2-(3,4-dichlorophenyl)-1-ethyl-6-((5-hydroxy-3-(trifluoromethyl)-1H-pyrazol-1-yl)methyl)-4-oxo-1,4-dihydropyridine-3-carboxylic acid ethyl ester C(C)OC(=O)C1=C(N(C(=C(C1=O)Br)CN1N=C(C=C1O)C(F)(F)F)CC)C1=CC(=C(C=C1)Cl)Cl